OCC1CCC(CC1)NC(=O)C=1C=NC(=CC1NC(C)C)N1C=CC=2C1=NC=C(C2)C(F)(F)F N-[4-(hydroxymethyl)cyclohexyl]-4-(isopropylamino)-6-[5-(trifluoromethyl)pyrrolo[2,3-b]pyridine-1-yl]pyridine-3-carboxamide